1H-PYRAZOLE-4-BORONIC ACID HCL Cl.N1N=CC(=C1)B(O)O